ClC1=COC(=C1C1=C(C=NN1C)Cl)Cl 3,5-dichloro-4-(4-chloro-1-methyl-1H-pyrazol-5-yl)furan